1-methyl-9,10-bis(2-carboxyethyl)carbonyloxyanthracene CC1=CC=CC2=C(C3=CC=CC=C3C(=C12)OC(=O)CCC(=O)O)OC(=O)CCC(=O)O